C(C)(=O)N1[C@@H](CN(CC1)C(\C=C/Cl)=O)C1=CC(=CC(=C1)C=1N=NN(N1)C)Cl (R,Z)-1-(4-acetyl-3-(3-chloro-5-(2-methyl-2H-tetrazol-5-yl)-phenyl)piperazin-1-yl)-3-chloroprop-2-en-1-one